FC(C(=O)O)(F)F.FC(C(=O)O)(F)F.NC(=O)N urea bis(2,2,2-trifluoroacetate)